5-{6-[2-(2-Cyano-7-fluoro-4-methoxy-indol-1-yl)-ethylamino]-pyrimidin-4-yl}-3-ethoxy-thiophene-2-carboxylic acid dimethylamide CN(C(=O)C=1SC(=CC1OCC)C1=NC=NC(=C1)NCCN1C(=CC2=C(C=CC(=C12)F)OC)C#N)C